CC1=NN(C(=C1)C)CCN(CC[C@@H](C(=O)O)NC1=NC(=CN=C1)C1=CC=CC=C1)CCCCC1=NC=2NCCCC2C=C1 (S)-4-((2-(3,5-dimethyl-1H-pyrazol-1-yl)ethyl)(4-(5,6,7,8-tetrahydro-1,8-naphthyridin-2-yl)butyl)amino)-2-((6-phenylpyrazin-2-yl)amino)butanoic acid